2-(2,4-dioxotetrahydropyrimidin-1(2H)-yl)-5-((4-(perfluoropyridin-4-yl)piperazin-1-yl)methyl)isoindoline-1,3-dione O=C1N(CCC(N1)=O)N1C(C2=CC=C(C=C2C1=O)CN1CCN(CC1)C1=C(C(=NC(=C1F)F)F)F)=O